C(C)C1CC(OC2=CCCC(C12)=O)C=CC 4-ethyl-2-(prop-1-en-1-yl)-hexahydro-5H-chromen-5-one